phenanthren-3-yl ((5-methyl-2-oxo-1,3-dioxol-4-yl) methyl) carbonate C(OC=1C=CC=2C=CC3=CC=CC=C3C2C1)(OCC=1OC(OC1C)=O)=O